C1(=CC=CC=C1)N(C1=CC=C(C2=CC=C(N(C3=CC=CC4=CC=CC=C34)C3=CC=CC=C3)C=C2)C=C1)C1=CC=CC2=CC=CC=C12 diphenyl-N,N'-bis(α-naphthyl)-benzidine